CN1C/C(/C(CC1)=O)=C\C1=CC(=C2CN(C(C2=C1)=O)C1=CC(=CC=C1)C1(COC1)CC1=NN=CN1C)C(F)(F)F (E)-6-((1-methyl-4-oxopiperidin-3-ylidene)methyl)-2-(3-(3-((4-methyl-4H-1,2,4-triazol-3-yl)methyl)oxetan-3-yl)phenyl)-4-(trifluoromethyl)isoindolin-1-one